N-(7-(hydroxyamino)-7-oxoheptyl)-2-((1,2,3,4-tetrahydronaphthalen-1-yl)amino)pyrimidine-5-carboxamide ONC(CCCCCCNC(=O)C=1C=NC(=NC1)NC1CCCC2=CC=CC=C12)=O